(11R)-7-(3,3-dimethylbutyl)-6-(2,6-dimethylphenyl)-11-methyl-2,2-dioxo-9-oxa-2λ6-thia-3,5,12,19-tetrazatricyclo[12.3.1.14,8]nonadeca-1(18),4(19),5,7,14,16-hexaen-13-one CC(CCC=1C(=NC=2NS(C=3C=CC=C(C(N[C@@H](COC1N2)C)=O)C3)(=O)=O)C3=C(C=CC=C3C)C)(C)C